CN(C(=O)C1NCC(CC1)C1=CC=C(C=C1)C(F)(F)F)C N,N-dimethyl-5-(4-(trifluoromethyl)phenyl)piperidine-2-carboxamide